N1,N3-di([1,1':3',1''-terphenyl]-2-yl)-5-(tert-butyl)benzene-1,3-diamine C1(=C(C=CC=C1)NC1=CC(=CC(=C1)C(C)(C)C)NC1=C(C=CC=C1)C1=CC(=CC=C1)C1=CC=CC=C1)C1=CC(=CC=C1)C1=CC=CC=C1